4-(1-chloro-4-methylpyrido[3,4-d]pyridazin-7-yl)morpholine ClC1=C2C(=C(N=N1)C)C=NC(=C2)N2CCOCC2